ClC1=CC=C2C(=NC(N(C2=C1)C1=CC=CC=C1)=O)N1CCCCC1 7-Chloro-1-phenyl-4-(piperidin-1-yl)quinazolin-2(1H)-one